methacrylic acid-9-tetracyclo[6.2.1.13,6.02,7]dodec-4-enyl ester C12C3C4C=CC(C3C(C(C1)OC(C(=C)C)=O)C2)C4